ClC1=C(C=CC=C1C1=C(C(=CC=C1)C1=CC=2N(C(C(=CN2)C=O)=O)C=C1)Cl)C=1N=C(C(=NC1)N1CC(C1)NC(OC(C)(C)C)=O)OC tert-Butyl N-[1-[5-[2-chloro-3-[2-chloro-3-(3-formyl-4-oxo-pyrido[1,2-a]pyrimidin-8-yl)phenyl]phenyl]-3-methoxy-pyrazin-2-yl]azetidin-3-yl]carbamate